C(=CCC)[Si](OCC)(OCC)OCC butenyl-triethoxysilane